C1(=CC=CC=C1)C(CC=1N(C2=CC=CC=C2C1C(=O)N)CC1=CC=C(C=C1)C(NO)=O)C (2-phenylpropyl)-1-(4-(hydroxycarbamoyl)benzyl)-1H-indole-3-carboxamide